COC(=O)C=1N=C(C2=CC=CC=C2C1)N1CCCC2=CC(=C(C=C12)Cl)C=1C=NN(C1)C 1-[7-chloro-6-(1-methyl-1H-pyrazol-4-yl)-3,4-dihydro-2H-quinolin-1-yl]-isoquinoline-3-carboxylic acid methyl ester